8-((2s,5r)-2-ethyl-4-(1-(2-fluoro-5-(trifluoromethoxy)phenyl)propyl)-5-methylpiperazin-1-yl)-5-methyl-6-oxo-5,6-dihydro-1,5-naphthyridine-2-carbonitrile C(C)[C@@H]1N(C[C@H](N(C1)C(CC)C1=C(C=CC(=C1)OC(F)(F)F)F)C)C1=CC(N(C=2C=CC(=NC12)C#N)C)=O